CC1(C=CSC2=C1C=CC=C2)C 4,4-dimethylbenzothiopyran